8-sec-butyltetrahydro-1H-pyrazino[1,2-a]pyrimidine-4,7(6H,8H)-dione C(C)(CC)N1CC2N(C(CCN2)=O)CC1=O